Thallium borate B([O-])([O-])[O-].[Tl+3]